(S)-N-(4-chloro-2,3-difluoro-benzyl)-5-fluoro-8-oxo-5,6,7,8-tetrahydro-quinoline-5-carboxamide ClC1=C(C(=C(CNC(=O)[C@]2(C=3C=CC=NC3C(CC2)=O)F)C=C1)F)F